(4R-cis)-6-[(acetoxy)methyl]-2,2-dimethyl-1,3-dioxane-4-acetic acid C(C)(=O)OC[C@@H]1C[C@@H](OC(O1)(C)C)CC(=O)O